C1(CC2C(CC1)O2)CC[Si](OC2=CC=CC=C2)(OC2=CC=CC=C2)C β-(3,4-epoxycyclohexyl)ethyl-methyldiphenoxysilane